3-(1-(2-(1,3-dioxolan-2-yl)-4-fluorophenyl)-1H-pyrazole-5-carbonyl)-1-methyl-1H-pyrazole O1C(OCC1)C1=C(C=CC(=C1)F)N1N=CC=C1C(=O)C1=NN(C=C1)C